2-((S)-2,2-dimethylcyclopropane-1-carbonyl)-N'-hydroxy-6-(thiazole-5-carbonyl)-2,6-diazaspiro[3.4]octane-8-carboximidamide CC1([C@H](C1)C(=O)N1CC2(C1)CN(CC2C(N)=NO)C(=O)C2=CN=CS2)C